2-(propan-2-yloxy)ethan-1-ol tert-butyl-4-(4-amino-5-methoxy-2-(1-methyl-1H-pyrazol-4-yl)phenyl)piperazine-1-carboxylate C(C)(C)(C)C1N(CCN(C1)C1=C(C=C(C(=C1)OC)N)C=1C=NN(C1)C)C(=O)OCCOC(C)C